CC1=NOC(=C1C=1C=C(CN2CCC(CC2)C(=O)O)C=C(C1)O)C 1-(3-(3,5-dimethylisoxazol-4-yl)-5-hydroxybenzyl)piperidine-4-carboxylic acid